NC1=CC=C(C=N1)C1=CC2=NC=CC(=C2O1)C1=CC(=NC=C1)C(=O)N1CCOCC1 (4-(2-(6-aminopyridin-3-yl)furo[3,2-b]pyridin-7-yl)pyridin-2-yl)(morpholino)methanone